dihydro-p-coumaroyl-CoA C(\C=C\C1CC=C(C=C1)O)(=O)SCCNC(CCNC([C@@H](C(COP(OP(OC[C@@H]1[C@H]([C@H]([C@@H](O1)N1C=NC=2C(N)=NC=NC12)O)OP(=O)(O)O)(=O)O)(=O)O)(C)C)O)=O)=O